C(C=C)(=O)OCC(COC(CC1=CC=C(C=C1)C(C)(C)C1=CC=C(C=C1)CC(C)OCC(COC(C=C)=O)O)C)O 2,2-bis(4-(2-(3-acryloyloxy-2-hydroxypropoxy)propyl)phenyl)propane